2,3,5,6-tetrafluoro-p-xylene CC1=C(C(=C(C(=C1F)F)C)F)F